FC1=C2C(N(C(=NC2=CC(=C1)F)N(C)C(C)C)NC(=O)[C@H]1[C@H](C1)C1=CC=C(C=C1)Cl)=O cis-2-(4-Chloro-phenyl)-cyclopropanecarboxylic acid [5,7-difluoro-2-(isopropyl-methyl-amino)-4-oxo-4H-quinazolin-3-yl]-amide